6-methoxy-2-methyl-N-{(1R)-1-[3-(trifluoromethyl)phenyl]ethyl}pyrido[3,4-d]pyrimidin-4-amine COC1=CC2=C(N=C(N=C2N[C@H](C)C2=CC(=CC=C2)C(F)(F)F)C)C=N1